2-[(7-{[(morpholine-4-carbonyl)amino]methyl}-1H-1,3-benzodiazol-2-yl)amino]-2-[3-(trifluoromethyl)phenyl]propyl 2,2-dimethylpropanoate CC(C(=O)OCC(C)(C1=CC(=CC=C1)C(F)(F)F)NC1=NC2=C(N1)C(=CC=C2)CNC(=O)N2CCOCC2)(C)C